FC(C(C1=CC=CC=C1)C1=CC=CC=C1)(F)C=1N(C(C(=C(N1)C(=O)NC=1C=NOC1)O)=O)C 2-(1,1-difluoro-2,2-diphenylethyl)-5-hydroxy-1-methyl-N-(1,2-oxazol-4-yl)-6-oxopyrimidine-4-carboxamide